NCC=1C=CC2=C(C1)C1(CCNCC1)CO2 5-(aminomethyl)-2H-spiro[benzofuran-3,4'-piperidine]